CN([C@H]1C(C[C@@H](CC1)NC1=NC2=C(C=C(C=C2C=N1)C1=NC=C(C=N1)NS(=O)(=O)CCC(F)(F)F)C(C)C)F)C N-(2-(2-(((1R,4R)-4-(dimethylamino)-3-fluorocyclohexyl)amino)-8-isopropyl-quinazolin-6-yl)pyrimidin-5-yl)-3,3,3-trifluoropropane-1-sulfonamide